tert-Butyl 4-[3-(methoxymethyl)azetidin-1-yl]piperidine-1-carboxylate COCC1CN(C1)C1CCN(CC1)C(=O)OC(C)(C)C